tert-butyl (3S)-3-[(1R)-2-[[2-(cyclobutylamino)-5-methoxy-pyridine-4-carbonyl]-amino]-1-hydroxy-ethyl]-7-(methoxymethoxy)-3,4-dihydro-1H-isoquinoline-2-carboxylate C1(CCC1)NC1=NC=C(C(=C1)C(=O)NC[C@@H](O)[C@H]1N(CC2=CC(=CC=C2C1)OCOC)C(=O)OC(C)(C)C)OC